(1-(3,6-dimethoxy-5-pentylpyridin-2-yl)butan-2-yl)carbamic acid tert-butyl ester C(C)(C)(C)OC(NC(CC1=NC(=C(C=C1OC)CCCCC)OC)CC)=O